(Z)-6-((amino(methylamino)methylene)amino)-N-(1-(pyridin-2-yl)ethyl)-N-((5-(trifluoromethyl)pyridin-2-yl)methyl)pyridine-3-sulfonamide N/C(/NC)=N/C1=CC=C(C=N1)S(=O)(=O)N(CC1=NC=C(C=C1)C(F)(F)F)C(C)C1=NC=CC=C1